FC(CN1N=CC(=C1)C1=NC=CC(=N1)NC1=NC=C(C(=C1)NC1CC(CCC1)F)C1=NN(C=C1)C(F)F)F N2-(2-(1-(2,2-Difluoroethyl)-1H-pyrazol-4-yl)pyrimidin-4-yl)-5-(1-(difluoromethyl)-1H-pyrazol-3-yl)-N4-(3-fluorocyclohexyl)pyridine-2,4-diamine